FC(C1=CC=CC(=N1)NCC1=CC=C(C=O)C=C1)(F)F 4-(((6-(trifluoromethyl)pyridin-2-yl)amino)methyl)benzaldehyde